(1R,2S,5S)-3,8-bis(diphenyl-carbamoyl)-3,8-diazabicyclo[3.2.1]octane-2-carboxylic acid C1(=CC=CC=C1)N(C(=O)N1[C@@H]([C@H]2CC[C@@H](C1)N2C(N(C2=CC=CC=C2)C2=CC=CC=C2)=O)C(=O)O)C2=CC=CC=C2